1-((3S,4R)-4-(3-cyanophenyl)-1-(2-methoxyethyl)pyrrolidin-3-yl)-3-(1',4-dimethyl-1-phenyl-1H,1'H-[3,4'-bipyrazol]-5-yl)urea C(#N)C=1C=C(C=CC1)[C@H]1[C@@H](CN(C1)CCOC)NC(=O)NC1=C(C(=NN1C1=CC=CC=C1)C=1C=NN(C1)C)C